O1C(=CC(=C1)B(O)O)B(O)O furan-2,4-diyldiboronic acid